ClC1=CC(=C(OCC=2C=C(C=CC2)[C@@H](C2CCN(CC2)C(=O)OC(C)(C)C)F)C=C1)C#N tert-Butyl (R)-4-((3-((4-chloro-2-cyanophenoxy)methyl)phenyl)fluoromethyl)piperidine-1-carboxylate